ClC1=NC(=CC(=C1)C(C1CCC(CC1)N1CC(C1)NC(C(C)NC(OC(C)(C)C)=O)=O)(F)F)Cl Tert-butyl N-[2-[[1-[4-[(2,6-dichloro-4-pyridyl)-difluoro-methyl]cyclohexyl]azetidin-3-yl]amino]-1-methyl-2-oxo-ethyl]carbamate